BrC=1N=C2C(=C(C(N(C2=CC1)C)=O)[N+](=O)[O-])Cl 6-bromo-4-chloro-1-methyl-3-nitro-1,5-naphthyridin-2(1H)-one